C(C)N(CC)CC1=CC=C(OCC=2SC=C3C2C=NC3=O)C=C1 1-((4-((diethylamino)methyl)phenoxy)methyl)-4-oxo-4H-thieno[3,4-c]Pyrrole